FC(C1=C(C=CC=C1)N1N=CC(=C1)C1=C2C(=NC=C1)NC=C2)(F)F 4-{1-[2-(trifluoromethyl)phenyl]-1H-pyrazol-4-yl}-1H-pyrrolo[2,3-b]pyridine